P(OC1=C(C=C(C=C1)C(C)(C)C)C(C)(C)C)([O-])[O-] (2,4-Di-tert-butylphenyl) phosphite